O=C1NC(CCC1N1CC2=CC=C(C=C2C1=O)CNC(OCC1=CC=C(C=C1)C(C)C)=O)=O [4-(propan-2-yl)phenyl]methyl N-{[2-(2,6-dioxopiperidin-3-yl)-3-oxo-2,3-dihydro-1H-isoindol-5-yl]methyl}carbamate